CC=1N=C(SC1)NC(=O)N1C(CCC1)C(=O)N N1-(4-methylthiazol-2-yl)pyrrolidine-1,2-dicarboxamide